FC(C1=NN2C(N=C(NC2=O)S(=O)(=O)C)=C1C1=CC(=C(C(=C1)F)F)F)F 7-(difluoromethyl)-2-methanesulfonyl-8-(3,4,5-trifluorophenyl)-3H-pyrazolo[1,5-a][1,3,5]triazin-4-one